The molecule is a bufadienolide glycoside that is 3,5,11,14-tetrahydroxy-12,19-dioxobufa-20,22-dienolide attached to a 3-O-acetyl-4,6-dideoxy-beta-D-arabino-hexopyranosyl residue at position 3 via a glycosidic linkage. It has a role as a plant metabolite. It is a bufadienolide glycoside, a monosaccharide derivative, a steroid aldehyde, a 19-oxo steroid, a 5beta-hydroxy steroid, an 11alpha-hydroxy steroid, a 14beta-hydroxy steroid and a secondary alpha-hydroxy ketone. It derives from a bufanolide. C[C@@H]1C[C@H]([C@@H]([C@@H](O1)O[C@H]2CC[C@@]3([C@@H]4[C@@H](CC[C@@]3(C2)O)[C@]5(CC[C@@H]([C@]5(C(=O)[C@H]4O)C)C6=COC(=O)C=C6)O)C=O)O)OC(=O)C